C(C1=CC=CC=C1)[C@H]1N(C(OC1)=O)C([C@@H](CC1CCC1)COCC[Si](C)(C)C)=O (R)-4-benzyl-3-((S)-3-cyclobutyl-2-((2-(trimethylsilyl)ethoxy)methyl)propanoyl)oxazolidin-2-one